ClC1=NC(=CC(=N1)N1[C@@H](COCC1)C)C(C)(C)S(=O)(=O)C (R)-4-(2-chloro-6-(2-(methylsulfonyl)propan-2-yl)pyrimidin-4-yl)-3-methyl-morpholine